C1(CC1)N1N=C(C(=C1)OC1=NC2=CC(=CC=C2C=C1)N1CC=2N(CC1)N=C(N2)C(F)(F)F)C2CCOCC2 ((1-cyclopropyl-3-(tetrahydro-2H-pyran-4-yl)-1H-pyrazol-4-yl)oxy)-7-(2-(trifluoromethyl)-5,6-dihydro-[1,2,4]triazolo[1,5-a]pyrazin-7(8H)-yl)quinoline